N-tert-butyl-2-(9-chloro-6-oxoindazolo[2,3-a]quinoxalin-5(6H)-yl)-2-phenylacetamide C(C)(C)(C)NC(C(C1=CC=CC=C1)N1C(C=2N(C=3C=CC=CC13)N=C1C=C(C=CC12)Cl)=O)=O